C1(=C(C(=C(C=2C3=C(C(=NN=C3C3=NN=NN=C3C12)C#N)C#N)C#N)C#N)C#N)C#N Hexaazatriphenylenehexacarbonitrile